FC1=CC2=C(NC(=N2)N)C=C1 5-fluoro-1H-benzo[d]imidazol-2-amine